ethyl 2-{[(1,2,3,5,6,7-hexahydro-s-indacen-4-yl)carbamoyl]amino}acetate C1CCC2=C(C=3CCCC3C=C12)NC(=O)NCC(=O)OCC